N-(3-Fluorophenyl)-4-(1-methyl-1H-indol-3-yl)pyrimidin-2-amine FC=1C=C(C=CC1)NC1=NC=CC(=N1)C1=CN(C2=CC=CC=C12)C